BrC1=CC=CC=2C=3N(C=NN3)C3(CC3)COC21 8-bromo-6H-spiro[benzo[f][1,2,4]triazolo[4,3-d][1,4]oxazepine-5,1'-cyclopropane]